FC(CNC=1N=CC=2C(N1)=C(C(N(C2)C2=CC1=CN(N=C1C=C2)C)=O)C2=CC=C(C=C2)OC(F)F)F 2-((2,2-difluoroethyl)amino)-8-(4-(difluoromethoxy)phenyl)-6-(2-methyl-2H-indazol-5-yl)pyrido[4,3-d]pyrimidin-7(6H)-one